C(CC=C)[C@@H]1C(=C(C[C@H]2CC[C@@H]([C@H]([C@]12C)CCC(=C)C)C)O[Si](C)(C)C)C [[(4s,4ar,5r,6s,8ar)-4-(3-butenyl)-3,4a,6-trimethyl-5-(3-methyl-3-butenyl)-1,4,4a,5,6,7,8,8a-octahydro-2-naphthalenyl]oxy](trimethyl)silane